C(C)(C)(C)OC(=O)N1CC2=CC=C(C=C2CC1)C1=NC(=C(C2=C1CCC2)C2=C(C=CC=C2)OCCOC)OS(=O)(=O)C(F)(F)F.CS(=O)(=O)[O-].[Sn+4].CS(=O)(=O)[O-].CS(=O)(=O)[O-].CS(=O)(=O)[O-] tin methanesulfonate tert-butyl-6-[4-[2-(2-methoxyethoxy)phenyl]-3-(trifluoromethylsulfonyloxy)-6,7-dihydro-5H-cyclopenta[c]pyridin-1-yl]-3,4-dihydro-1H-isoquinoline-2-carboxylate